5-((4-chloro-5-((3'-(3-chloropropoxy)-2,2'-dimethyl-[1,1'-biphenyl]-3-yl)methoxy)-2-formylphenoxy)methyl)nicotinate lithium salt [Li+].ClC1=CC(=C(OCC=2C=NC=C(C(=O)[O-])C2)C=C1OCC=1C(=C(C=CC1)C1=C(C(=CC=C1)OCCCCl)C)C)C=O